COC1=NC(=NN2C1=C(C=C2)C2=CC=1N(C=C2)N=CC1)N[C@H]1C[C@H](C1)C cis-3-((4-Methoxy-5-(pyrazolo[1,5-a]pyridin-5-yl)pyrrolo[2,1-f][1,2,4]triazin-2-yl)amino)-1-methylcyclobutan